5-([1,2,4]triazolo[1,5-a]pyridin-6-yl)-N-((4s,7s)-1-oxaspiro[3.5]nonan-7-yl)-7H-pyrrolo[2,3-d]pyrimidin-2-amine N=1C=NN2C1C=CC(=C2)C2=CNC=1N=C(N=CC12)NC1CCC2(CCO2)CC1